BrC1=C2C=CN(C2=CC(=C1)Cl)COCC[Si](C)(C)C 4-bromo-6-chloro-1-((2-(trimethylsilyl)ethoxy)methyl)-1H-indole